[Zr].[Sr].[Ca].[Pb] lead-calcium-strontium-zirconium